O1C(=NC=C1)C=1C=C(C(=O)OC)C=CN1 methyl 2-(oxazol-2-yl)isonicotinate